2,7-Di(9H-fluoren-2-yl)benzo[lmn][3,8]phenanthroline-1,3,6,8(2H,7H)-tetraone C1=C(C=CC=2C3=CC=CC=C3CC12)N1C(C=2C=CC=3C(N(C(C=4C3C2C(C1=O)=CC4)=O)C4=CC=1CC2=CC=CC=C2C1C=C4)=O)=O